C1(CC1)C=1C(=NC=CC1C=O)C1=CC(=CC(=C1)F)F 3-cyclopropyl-2-(3,5-difluorophenyl)pyridine-4-carbaldehyde